m-[2-(2-methoxyethylamino)-6-(1-{[6-(1-methoxyethyl)-2-pyridinyl]methyl}-1H-1,2,3-triazol-4-yl)-4-pyrimidinyl]benzonitrile COCCNC1=NC(=CC(=N1)C=1C=C(C#N)C=CC1)C=1N=NN(C1)CC1=NC(=CC=C1)C(C)OC